methyl 4-(2-carbamoyl-4-(4-(2-fluoroacryloylamino)-2-methylphenyl)-5-methyl-1H-pyrrol-3-yl)-2-methoxybenzoate C(N)(=O)C=1NC(=C(C1C1=CC(=C(C(=O)OC)C=C1)OC)C1=C(C=C(C=C1)NC(C(=C)F)=O)C)C